6-METHOXY-2-(TRIFLUOROMETHYL)-5-(4-(TRIFLUOROMETHYL)PHENOXY)-1H-IMIDAZO[4,5-B]PYRAZINE COC1=C(N=C2C(=N1)NC(=N2)C(F)(F)F)OC2=CC=C(C=C2)C(F)(F)F